FC1(CC(CC1)NC1=NC(=NC(=N1)NC1CN(C1)C1=CC=C(C=C1)F)C1=NC(=CC=C1)C(F)(F)F)F N2-(3,3-difluorocyclopentyl)-N4-(1-(4-fluorophenyl)azetidin-3-yl)-6-(6-(trifluoromethyl)pyridin-2-yl)-1,3,5-triazine-2,4-diamine